N2-(3,5-dichlorophenyl)-N4-phenethylquinazoline-2,4-diamine ClC=1C=C(C=C(C1)Cl)NC1=NC2=CC=CC=C2C(=N1)NCCC1=CC=CC=C1